N-(5-hydroxynaphthalen-1-yl)-2-oxo-6-(trifluoromethyl)-1,2-dihydropyridine-3-carboxamide OC1=C2C=CC=C(C2=CC=C1)NC(=O)C=1C(NC(=CC1)C(F)(F)F)=O